N=1NC(N2C=NC=CC21)=O [1,2,4]triazolo[4,3-c]pyrimidin-3-one